C12(CC3CC(CC(C1)C3)C2)CN2N=CC(=C2C)C2=C(C=3N(C=C2)C(=CN3)NC=3C(=NC=CC3)C(NC=3SC2=C(N3)C=CC=C2)=O)C(=O)O 7-(1-(adamantan-1-ylmethyl)-5-methyl-1H-pyrazol-4-yl)-3-((2-(benzo[d]thiazol-2-ylcarbamoyl)pyridin-3-yl)amino)imidazo[1,2-a]pyridine-8-carboxylic acid